CO[Si](O[Si](C)(C)C)(C)CCCOCCOC methoxy-[3-(2-methoxyethoxy)propyl]-methyl-trimethylsiloxysilane